3-[2-(2-methylprop-2-enoyloxy)ethylcarbamoylamino]Propionic acid CC(C(=O)OCCNC(=O)NCCC(=O)O)=C